6-(2,5-diazabicyclo[2.2.2]octan-2-yl)-2-(2,6-dioxopiperidin-3-yl)-4-fluoroisoindoline C12N(CC(NC1)CC2)C2=CC(=C1CN(CC1=C2)C2C(NC(CC2)=O)=O)F